C(C)(C)(C)OC(N[C@H](C)C1=C(C(=CC(=C1)Br)C(F)(F)F)C)=O (R)-(1-(5-bromo-2-methyl-3-(trifluoromethyl)phenyl)ethyl)-carbamic acid tert-butyl ester